[4-[(3S)-1-(3-fluoropropyl)pyrrolidin-3-yl]oxyphenyl]-1-oxo-4-[4-(trifluoromethoxy)phenyl]-2,3-dihydro-benzothiepin-8-ol FCCCN1C[C@H](CC1)OC1=CC=C(C=C1)C1S(C2=C(C=C(C1)C1=CC=C(C=C1)OC(F)(F)F)C=CC(=C2)O)=O